5-(6-oxo-5-(trifluoromethyl)-1-((2-(trimethylsilyl)ethoxy)methyl)-1,6-dihydropyridazin-3-yl)pent-4-ynoic acid ethyl ester C(C)OC(CCC#CC1=NN(C(C(=C1)C(F)(F)F)=O)COCC[Si](C)(C)C)=O